O1C(=CC=C1)C(=O)NC1=CC=CC=C1 furoyl-aniline